5-bromo-2-(4-((2-methoxyethoxy)methoxy)-3-nitrophenyl)isoindolin-1-one BrC=1C=C2CN(C(C2=CC1)=O)C1=CC(=C(C=C1)OCOCCOC)[N+](=O)[O-]